FC(C1=NC=CC(=N1)C(CC=O)=O)(F)F 3-(2-(trifluoromethyl)pyrimidin-4-yl)propane-1,3-dione